CC1=NNC(=C1)C1=CC=C(C(=O)[C@H]2[C@@H](CCCC2)C(=O)NC=2C=NN(C2S(N)(=O)=O)C)C=C1 (1R,2R)-2-[4-(3-Methyl-1H-pyrazol-5-yl)benzoyl]-N-(1-methyl-5-sulfamoyl-1H-pyrazol-4-yl)cyclohexanecarboxamide